BrC1=CC=C(C=C1)N(C(=O)C1CCN(CC1)C(C(F)(F)F)=O)C 1-(2,2,2-trifluoro-acetyl)-piperidine-4-carboxylic acid (4-bromo-phenyl)-methyl-amide